tert-butyl 2-(4-(2-(((trans)-4-(3-(6-cyano-5-(trifluoromethyl)pyridin-3-yl)-5,5-dimethyl-4-oxo-2-thioxoimidazolidin-1-yl)cyclohexyl)oxy)ethyl)-3,3-difluoropiperidin-1-yl)acetate C(#N)C1=C(C=C(C=N1)N1C(N(C(C1=O)(C)C)[C@@H]1CC[C@H](CC1)OCCC1C(CN(CC1)CC(=O)OC(C)(C)C)(F)F)=S)C(F)(F)F